C(CCCCCC)(=O)OCC=C prop-2-enyl heptanoate